N-[4-[(6,7-dimethoxy-1,5-naphthyridin-4-yl)oxy]-3-fluorophenyl]-4-ethoxy-1-(4-fluorophenyl)-2-oxopyridine-3-carboxamide COC=1N=C2C(=CC=NC2=CC1OC)OC1=C(C=C(C=C1)NC(=O)C=1C(N(C=CC1OCC)C1=CC=C(C=C1)F)=O)F